FC1=CC=C(C=C1)N1C=CC=2C1=NC=C(C2)C(=O)N2CCN(CC2)C2=NC1=CC=CC=C1C(N2)=O 2-[4-[1-(4-Fluorophenyl)pyrrolo[2,3-b]pyridine-5-carbonyl]piperazin-1-yl]-3H-quinazolin-4-one